C1N(CC2C1CCC2)C(=O)OC(C)(C)C tert-butyl hexahydro-cyclopenta[c]-pyrrole-2(1H)-carboxylate